[Ca+2].[Cl-].[Mg+2].[Cl-].[Cl-].[Cl-] magnesium chloride, calcium salt